FC1=CC=C(C=C1)[C@@H](C)N1N=CC(=C1)I |r| racemic-1-(1-(4-fluorophenyl)ethyl)-4-iodo-1H-pyrazole